C(C)C1=C(C=CC(=C1)I)NC(=O)C1CCOCC1 N-(2-ethyl-4-iodophenyl)tetrahydro-2H-pyran-4-carboxamide